COC=1C=C(C=CC1)NS(=O)(=O)C1=CC=C(C=C1)NS(=O)(=O)C1=CC(=C(C=C1)OC)Br N-(4-(N-(3-methoxyphenyl)sulfamoyl)phenyl)-3-bromo-4-methoxybenzenesulfonamide